ClC1=NC=C(C(=C1)C1=C(C=NC(=C1)C)C(=O)NC=1SC=2C(=NC=C(N2)C2CC(CC2)O)N1)OC 2'-chloro-N-[6-(3-hydroxycyclopentyl)-[1,3]thiazolo[4,5-b]pyrazin-2-yl]-5'-methoxy-6-methyl-[4,4'-bipyridine]-3-carboxamide